4-(3-((5-(difluoromethyl)-2-((3-methyl-1-(8-methyl-8-azabicyclo[3.2.1]octan-3-yl)-1H-pyrazol-4-yl)amino)pyrimidin-4-yl)amino)propyl)morpholin-3-one FC(C=1C(=NC(=NC1)NC=1C(=NN(C1)C1CC2CCC(C1)N2C)C)NCCCN2C(COCC2)=O)F